CC1(C(C(=CC2(CCCCO2)C1)C#N)=O)C 10,10-dimethyl-9-oxo-1-oxaspiro[5.5]undec-7-ene-8-carbonitrile